OC=1C=C(C=CC1OC)\C=C/C(=O)C1=CC=C(C=C1)OCCOC (Z)-3-(3-Hydroxy-4-methoxyphenyl)-1-[4-(2-methoxyethoxy)phenyl]prop-2-en-1-one